ClC1=CC=C(C=C1)C1=CC=2C(=C(N=NC2CC2CSCCC2)C(=O)N)S1 2-(4-chlorophenyl)-4-(3-tetrahydrothiopyranylmethyl)-thieno[2,3-d]pyridazine-7-carboxamide